C1(CC1)NCC[C@H](C)NC(OC(C)(C)C)=O 1,1-Dimethylethyl [(1S)-3-(cyclopropylamino)-1-methylpropyl]carbamate